(R)-6-(2-(3'-chloro-5'-fluoro-[1,1'-biphenyl]-3-yl)-2-hydroxyacetyl)-2-(1-phenylcyclopropyl)-3,5,6,7,8,9-hexahydro-4H-pyrimido[5,4-c]azepin-4-one ClC=1C=C(C=C(C1)F)C1=CC(=CC=C1)[C@H](C(=O)N1CC2=C(CCC1)N=C(NC2=O)C2(CC2)C2=CC=CC=C2)O